benzo[c]benzofuran C1C=CC=C2C13C(=CO2)C=CC=C3